ClC1=CC=C(C(=N1)C(=O)NC1=C2C(N(CC2=CC=C1)[C@@H](CO)C(C)C)=O)C(F)(F)F (R)-6-chloro-N-(2-(1-hydroxy-3-methylbutan-2-yl)-3-oxoisoindolin-4-yl)-3-(trifluoromethyl)picolinamide